2-(piperazin-1-yl)ethane-1-sulfonyl fluoride N1(CCNCC1)CCS(=O)(=O)F